4,4'-diethylchalcone C(C)C1=CC=C(C=C1)\C=C\C(=O)C1=CC=C(C=C1)CC